CC=1C=C2C(C=C(OC2=C(C1)[C@@H](C)NC1=C(C(=O)O)C=CC=C1)N1CC(OCC1)=O)=O (R)-2-((1-(6-methyl-4-oxo-2-(2-oxomorpholino)-4H-chromen-8-yl)ethyl)amino)benzoic acid